5-(furan-3-yl)-1,3,3,5,7-pentamethyloctahydrobenzo[c]isoxazole O1C=C(C=C1)C1(CC2C(N(OC2(C)C)C)C(C1)C)C